N1(CCC1)C1=NC(=NC=C1N1C(NC2(C1)CCC(CC2)(C2=CC=CC=C2)N(C)C)=O)C 3-[4-(azetidin-1-yl)-2-methyl-pyrimidin-5-yl]-8-dimethylamino-8-phenyl-1,3-diazaspiro[4.5]decan-2-one